CC1=NC=2C(=NC(=CC2)C2=CC(=NC=C2)N)N1C1=CC(=C(C=C1)N1CCNCC1)C(F)(F)F 4-(2-methyl-3-(4-(piperazin-1-yl)-3-(trifluoromethyl)phenyl)-3H-imidazo[4,5-b]pyridin-5-yl)pyridin-2-amine